C(C)C(C(=O)OOC(C)(CCC(C)(C)OOC(C(CCCC)CC)=O)C)CCCC 2,5-di(2-ethyl-hexanoyl-peroxy)-2,5-dimethyl-hexane